N-(1-((cyclobutylmethyl)sulfonyl)piperidin-4-yl)-6-cyclopropyl-8-(6-(2-methoxyethyl)-2,6-diazaspiro[3.3]heptan-2-yl)pyrido[3,4-d]pyrimidin-2-amine C1(CCC1)CS(=O)(=O)N1CCC(CC1)NC=1N=CC2=C(N1)C(=NC(=C2)C2CC2)N2CC1(C2)CN(C1)CCOC